CN(C1CCN(CC1)C1=C(C=C(C=N1)CC=1N=C2C(=NC(=NN2C1)OC(CC)CC)N)C)C ((6-(4-(dimethylamino)piperidin-1-yl)-5-methylpyridin-3-yl)methyl)-2-(pentan-3-yloxy)imidazo[2,1-f][1,2,4]triazin-4-amine